C(C)(C)OC(=O)C1(CC=CC1)C(=O)O 3-cyclopentene-1,1-dicarboxylic acid isopropyl ester